C(C)(C)(C)OC(=O)N1C2CN(CC1CC2)C(C2=CC=CC=C2)C=2N=NN(N2)C(F)F 3-((2-(difluoromethyl)-2H-tetrazol-5-yl)(phenyl)methyl)-3,8-diazabicyclo[3.2.1]octane-8-carboxylic acid tert-butyl ester